FC(C1=NC(=CC=C1)C)F 2-(difluoromethyl)-6-methylpyridin